2-[[4-[5-isobutyl-2-(2H-tetrazol-5-yl)-phenyl]piperazin-1-yl]methyl]-1,3-benzothiazole C(C(C)C)C=1C=CC(=C(C1)N1CCN(CC1)CC=1SC2=C(N1)C=CC=C2)C=2N=NNN2